COC1=C(C[C@@](C(=O)O)(CC2=C(C=CC=C2)F)N)C=CC(=C1)OC (S)-2,4-Dimethoxybenzyl-2-amino-3-(2-fluorophenyl)propionic acid